[C@H](C)(CC)NC=1C2=C(N=C(N1)C1=CC=NC=C1)C=NC=C2 (S)-N-(sec-butyl)-2-(pyridin-4-yl)pyrido[3,4-d]Pyrimidin-4-amine